2-(3,4-dimethoxyphenyl)-5-(1-((3aR,5s,6aS)-2-isopropyloctahydrocyclopenta[c]pyrrol-5-yl)piperidin-4-yl)-3,7-dimethyl-3H-imidazo[4,5-b]pyridine COC=1C=C(C=CC1OC)C1=NC=2C(=NC(=CC2C)C2CCN(CC2)C2C[C@@H]3[C@@H](CN(C3)C(C)C)C2)N1C